1-(3-bromo-2-fluoro-phenyl)cyclopropanecarbonitrile BrC=1C(=C(C=CC1)C1(CC1)C#N)F